CN(/C=C(/C(=O)C1=CC=C(C2=CC=CC=C12)OC)\C1=CC=C(C=C1)Cl)C (E)-3-(dimethylamino)-1-(4-methoxynaphthalene-1-yl)-2-(4-chlorophenyl)prop-2-ene-1-one